(S)-2-((4-(6-(((1H-Indol-5-yl)methyl)amino)pyridin-2-yl)piperidin-1-yl)methyl)-1-((oxetan-2-yl)methyl)-1H-benzo[d]imidazole-6-carboxylic acid N1C=CC2=CC(=CC=C12)CNC1=CC=CC(=N1)C1CCN(CC1)CC1=NC2=C(N1C[C@H]1OCC1)C=C(C=C2)C(=O)O